3,5-dibromo-1H-pyrazole sodium salt [Na].BrC1=NNC(=C1)Br